C(C)(C)(C)OC(=O)N1[C@H](CC(C[C@H]1C)=O)C (2S,6R)-2,6-dimethyl-4-oxopiperidine-1-carboxylic acid tert-butyl ester